N1C=C(C2=CC=CC=C12)CC1N(CCC2=CC(=C(C=C12)OCC)OC)C(COC)=O 1-(1-((1H-indol-3-yl)methyl)-7-ethoxy-6-methoxy-3,4-dihydroisoquinoline-2(1H)-yl)-2-methoxyethane-1-one